Benzyl 4-((3R,4S)-1-(tert-butoxycarbonyl)-4-hydroxypyrrolidin-3-yl)piperazine-1-carboxylate Tert-butyl-6-oxa-3-azabicyclo[3.1.0]hexane-3-carboxylate C(C)(C)(C)OC(=O)N1CC2OC2C1.C(C)(C)(C)OC(=O)N1C[C@H]([C@H](C1)O)N1CCN(CC1)C(=O)OCC1=CC=CC=C1